Ethyl 2-(((3,3-dibutyl-7-(methylthio)-1,1-dioxido-5-phenyl-2,3,4,5-tetrahydro-1,5-benzothiazepin-8-yl)methyl)thio)acetate C(CCC)C1(CS(C2=C(N(C1)C1=CC=CC=C1)C=C(C(=C2)CSCC(=O)OCC)SC)(=O)=O)CCCC